CC=1N(C2=CC=CC(=C2C1)C)CCNC1=CC(=NC=N1)C1=CC(=CS1)OCC 5-{6-[2-(2,4-Dimethyl-indol-1-yl)-ethylamino]-pyrimidin-4-yl}-3-ethoxy-thiophene